C(C)(C)(C)OC(=O)N1C[C@@H](NCC1)C (S)-3-Methylpiperazine-1-carboxylic acid tert-butyl ester